(((3aR,4S,6R,6aS)-6-((6-chloro-2-((2-cyclopentylethyl)thio)-5-nitropyrimidin-4-yl)amino)-2,2-dimethyltetrahydro-4H-cyclopenta[d][1,3]dioxolan-4-yl)oxy)ethan-1-ol ClC1=C(C(=NC(=N1)SCCC1CCCC1)N[C@@H]1C[C@@H]([C@@H]2[C@H]1OC(O2)(C)C)OC(C)O)[N+](=O)[O-]